N-(3-(3,3-dimethyl-1-(4-methyl-4H-1,2,4-triazol-3-yl)cyclobutyl)phenyl)-6-((isobutylamino)methyl)-3-oxo-4-(2,2,2-trifluoroethyl)-3,4-dihydropyrazine-2-carboxamide CC1(CC(C1)(C1=NN=CN1C)C=1C=C(C=CC1)NC(=O)C1=NC(=CN(C1=O)CC(F)(F)F)CNCC(C)C)C